ClC=1C=C(C=C(C1)C)N1N=C2C(N=CC(=C2C2=CC(=C(C(=O)O)C=C2)C2CCCC2)F)=C1 4-(2-(3-Chloro-5-methylphenyl)-6-fluoro-2H-pyrazolo[4,3-b]pyridin-7-yl)-2-cyclopentylbenzoic acid